5-(2,2-Difluoro-3-methylcyclopropyl)-N-((6-(piperazin-1-yl)pyridin-2-yl)methyl)-7H-pyrrolo[2,3-d]pyrimidin-4-amine FC1(C(C1C)C1=CNC=2N=CN=C(C21)NCC2=NC(=CC=C2)N2CCNCC2)F